2-(4'-(morpholine-4-carbonyl)biphenyl-4-yl)propan-2-ylcarbamic acid 1-azabicyclo[3.2.2]non-4-yl ester N12CCC(C(CC1)CC2)OC(NC(C)(C)C2=CC=C(C=C2)C2=CC=C(C=C2)C(=O)N2CCOCC2)=O